C(C)(C)(C)OC(=O)N1C(C(N(CC1)C1=CC=CC=C1)=O)(C)C 2,2-dimethyl-3-oxo-4-phenylpiperazine-1-carboxylic acid tert-butyl ester